C[Sn](CC1=CC=C(C2=CC=CC=C12)F)(C)C trimethyl-((4-fluoronaphthalen-1-yl)methyl)stannane